O1COC=2C(=NC=CC21)CN2[C@H](C[C@@H](C2)F)C(=O)NC2=CC=C(C=C2)C2(CC2)C(=O)OC methyl 1-[4-[[(2R,4S)-1-([1,3]dioxolo[4,5-c]pyridin-4-ylmethyl)-4-fluoro-pyrrolidine-2-carbonyl]amino]phenyl]cyclopropanecarboxylate